C[Si](OCCCC(C(OCOCCOC)C=C)=O)(C(C)(C)C)C 14,14,15,15-tetramethyl-8-vinyl-2,5,7,13-tetraoxa-14-silahexadecan-9-one